C[C@]12CC[C@@H](C[C@H]1CC[C@@H]3[C@@H]2CC[C@]4([C@@]3(CC[C@@H]4C5=CC(=O)OC5)O)C)O The molecule is a 5beta-cardenolide that is 5beta-cardanolide with hydroxy substituents at the 3beta- and 14beta-positions and double bond unsaturation at C(20)-C(22). It is a 3beta-hydroxy steroid and a 14beta-hydroxy steroid. It derives from a hydride of a 5beta-cardanolide.